CN1C(C(=C(C=C1)[O-])NC(N[C@@H](CC(=O)[O-])C1=CC(=CC=C1)C=1SC=CC1)=O)=O.[Na+].[Na+] Natrium (S)-3-(3-(1-Methyl-4-oxido-2-oxo-1,2-dihydropyridin-3-yl)ureido)-3-(3-(thiophen-2-yl)phenyl)propanoat